C1(CC1)C1=C(C(=NO1)C1=C(C=CC=C1F)F)COC1CCN(CC1)C1=CC=C(C#N)C=C1 4-(4-((5-cyclopropyl-3-(2,6-difluorophenyl)isoxazol-4-yl)methoxy)piperidin-1-yl)-benzonitrile